FC1=C(C2=C(OCCO2)C=C1F)C=O 6,7-difluoro-2,3-dihydrobenzo[b][1,4]dioxin-5-carbaldehyde